BrC=1C=C(C=C2C(N(C(S2)=O)CC2=CC=C(C=C2)C)=O)C=CC1OC 5-(3-Bromo-4-methoxy-benzylidene)-3-(4-methyl-benzyl)-thiazolidine-2,4-dione